o-(2,3,4,5,6-pentafluorobenzyl)hydroxylamine C(C1=C(C(=C(C(=C1F)F)F)F)F)ON